2-methylPropionic acid methyl ester COC(C(C)C)=O